NC1=C(C=C(C=C1)N1CCC(CC1)O)OC 1-(4-amino-3-methoxyphenyl)piperidin-4-ol